tert-butyl-3-((8-carbamoyl-6-(4-(morpholinomethyl)phenyl)pyrido[3,2-d]pyrimidin-4-yl)amino)azepane-1-carboxylate C(C)(C)(C)OC(=O)N1CC(CCCC1)NC=1C2=C(N=CN1)C(=CC(=N2)C2=CC=C(C=C2)CN2CCOCC2)C(N)=O